N-[3-(6-chloro-1,3-benzoxazol-2-yl)-1-bicyclo[1.1.1]pentanyl]-5-(cyclopropylmethylsulfonyl)furan-2-carboxamide ClC1=CC2=C(N=C(O2)C23CC(C2)(C3)NC(=O)C=3OC(=CC3)S(=O)(=O)CC3CC3)C=C1